C1(CC1)C=1C(=CC(N2[C@@H]([C@H](SC12)OC)C(=O)O)=O)CC1=CC=CC2=CC=CC=C12 (2S,3R)-7-Cyclopropyl-2-methoxy-6-[(1-naphthyl)methyl]-4-oxo-1-thia-3a-aza-3-indancarboxylic acid